O1CC(C1)C1=NNC(=N1)C1CC2(CN(C2)C(=O)N2CC3(C2)CC(C3)CC3=CC=C(C=C3)S(=O)(=N)C(F)(F)F)C1 [6-[3-(oxetan-3-yl)-1H-1,2,4-triazol-5-yl]-2-azaspiro[3.3]heptan-2-yl]-[6-[4-(trifluoromethylsulfonimidoyl)benzyl]-2-azaspiro[3.3]heptan-2-yl]methanone